9-(2-oxoethyl)-3-azaspiro[5.5]Undecane-3-carboxylate O=CCC1CCC2(CCN(CC2)C(=O)[O-])CC1